O1C(=CC2=C1C=CC=C2)C2=CC=C(C=C2)N(C2=CC=C(C=C2)C2=CC1=C(N=C(O1)C1=CC3=CC=CC=C3C=C1)C=C2)C2=CC=C(C=C2)C=2OC1=C(N2)C=CC=C1 N-(4-benzofuran-2-yl-phenyl)-N-(4-benzoxazol-2-yl-phenyl)-N-{4-(2-naphthalen-2-yl-benzoxazol-6-yl)-phenyl}-amine